6,7-dichloro-4-(4-chlorophenyl)-2-(1-methyl-2-oxopiperidin-4-yl)phthalazin-1(2H)-one ClC=1C=C2C(=NN(C(C2=CC1Cl)=O)C1CC(N(CC1)C)=O)C1=CC=C(C=C1)Cl